CC=1N(C(=CC1)C)C1=NC(=CC(=N1)N1C[C@@H](CC1)N(C(OC(C)(C)C)=O)C)C1=C(C=NN1COCC[Si](C)(C)C)OC tert-butyl (R)-(1-(2-(2,5-dimethyl-1H-pyrrol-1-yl)-6-(4-methoxy-1-((2-(trimethylsilyl)ethoxy)methyl)-1H-pyrazol-5-yl)pyrimidin-4-yl)pyrrolidin-3-yl)(methyl)carbamate